4-amino-5-((oxetan-2-ylmethyl)amino)pyridinecarbonitrile NC1=CC(=NC=C1NCC1OCC1)C#N